5-(4-(1-(2-(4-(4-amino-3-(4-phenoxyphenyl)-1H-pyrazolo[3,4-d]pyrimidin-1-yl)piperidin-1-yl)ethyl)piperidin-4-yl)piperazin-1-yl)-2-(2,6-dioxopiperidin-3-yl)isoindoline-1,3-dione NC1=C2C(=NC=N1)N(N=C2C2=CC=C(C=C2)OC2=CC=CC=C2)C2CCN(CC2)CCN2CCC(CC2)N2CCN(CC2)C=2C=C1C(N(C(C1=CC2)=O)C2C(NC(CC2)=O)=O)=O